(S)-3-(isoquinolin-4-yl)-2-oxo-1-(6-(trifluoromethyl)pyridin-2-yl)imidazolidine-4-carbonitrile C1=NC=C(C2=CC=CC=C12)N1C(N(C[C@H]1C#N)C1=NC(=CC=C1)C(F)(F)F)=O